(6-chloro-3-pyridyl)methanamine ClC1=CC=C(C=N1)CN